F[C@@](C(=O)O)(C)C1=C(C=CC=C1F)F (αs)-α,2,6-trifluoro-phenylpropionic acid